mesitylbis-(2,3,6-trifluorophenyl)borane C1(=C(C(=CC(=C1)C)C)B(C1=C(C(=CC=C1F)F)F)C1=C(C(=CC=C1F)F)F)C